FC=1C(=NC=CC1)N1N(CC(C1)(C)OC)C(=O)OC(C)(C)C tert-butyl 2-(3-fluoropyridin-2-yl)-4-methoxy-4-methylpyrazoline-1-carboxylate